4-(1-(difluoromethyl)-1H-pyrazol-4-yl)-7-(5-(4-methylpiperazin-1-yl)-1H-benzo[d]imidazol-2-yl)isoindol-1-one FC(N1N=CC(=C1)C1=C2C=NC(C2=C(C=C1)C1=NC2=C(N1)C=CC(=C2)N2CCN(CC2)C)=O)F